ClNC1=C(C=CC=C1)N1CCCC12COCC2 chloro-2-{7-oxa-1-azaspiro[4.4]non-1-yl}aniline